Isopropyl-((S)-(((2S,3S,4R,5R)-5-(4-amino-2-oxopyrimidin-1(2H)-yl)-2,4-difluoro-3-hydroxy-4-methyltetrahydrofuran-2-yl)methoxy)(naphthalen-1-yloxy)phosphoryl)-L-alaninat C(C)(C)N([C@@H](C)C(=O)[O-])[P@@](=O)(OC1=CC=CC2=CC=CC=C12)OC[C@]1(O[C@H]([C@]([C@@H]1O)(C)F)N1C(N=C(C=C1)N)=O)F